COC(=O)C1(OC2=C(C(=C(C(=C2CC1[C@@H]1OC1)C)O)C)C)C ((S)-oxiran-2-yl)-6-hydroxy-2,5,7,8-tetramethylchroman-2-carboxylic acid methyl ester